5-(2,2,6,6-tetramethylpiperidin-4-yl)-5H-pyrrolo[2,3-b]pyrazin CC1(NC(CC(C1)N1C=CC=2C1=NC=CN2)(C)C)C